(4-(4-(difluoromethyl)-1-methyl-1H-imidazol-2-yl)phenyl)methanol FC(C=1N=C(N(C1)C)C1=CC=C(C=C1)CO)F